C(C)OC1=NC=CC=C1C1=CC(=C2C(=N1)C(=NN2[C@@H](CC)C)C)NCC2=NN(C=N2)C (R)-5-(2-ethoxy-3-pyridinyl)-3-methyl-1-[1-methylpropyl]-N-[(1-methyl-1,2,4-triazol-3-yl)methyl]pyrazolo[4,3-b]pyridin-7-amine